N1(C=NC=C1)C1=C(C(=O)N)C(=CC=C1)Br (2-imidazole-1-yl)-6-bromobenzamide